bis(1-benzotriazolyl)methanethione N1(N=NC2=C1C=CC=C2)C(=S)N2N=NC1=C2C=CC=C1